N[C@@H](CC(C)C)C(=O)N[C@H](CC(C)C)C(=O)O L-leucyl-D-leucine